CC1(OCC[C@H](C1)NC=1N=NC(=C2C1C=NC=C2)C2=C(C=C(C=C2)C)O)C (R)-2-(4-((2,2-dimethyltetrahydro-2H-pyran-4-yl)amino)pyrido[3,4-d]pyridazin-1-yl)-5-methylphenol